[S].[Ga].[Cu] copper-gallium sulfur